C1(CCCC1)NC1(NC2=NC=C(N=C2C(N1)=O)NC)NC1CCN(CC1)S(=O)(=O)C cyclopentyl-6-(methylamino)-2-((1-(methylsulfonyl)piperidin-4-yl)amino)pterin